ClC1=CC(=C(O[C@H](C(=O)O)C)C=C1)C1=NOC(=C1)C1CC1 (2S)-2-[4-chloro-2-(5-cyclopropyl-1,2-oxazol-3-yl)phenoxy]propanoic acid